FC1=CC=C(C=C1)NC1=NC=CC=C1[N+](=O)[O-] N-(4-fluorophenyl)-3-nitropyridine-2-amine